1,1,2,2,3,3-hexafluoropropyl ether FC(C(C(F)F)(F)F)(F)OC(C(C(F)F)(F)F)(F)F